C(C)(C)N1N=C(N=C1)N 1-isopropyl-1,2,4-triazol-3-amine